4-[(4-methylpiperazin-1-yl)methyl]-3-(trifluoromethyl)aniline CN1CCN(CC1)CC1=C(C=C(N)C=C1)C(F)(F)F